4-chloro-2-(4-ethoxyphenyl)-1H-pyrrolo[2,3-b]pyridine ClC1=C2C(=NC=C1)NC(=C2)C2=CC=C(C=C2)OCC